1-oxo-1,7a-dihydrobenzo[c][1,2,5]oxadiazol-1-ium O=[N+]1ON=C2C1C=CC=C2